ClCCCC#CCC#CCC 10-chloro-3,6-decanediyne